FC1(C(C1)NC(=O)NC=1C=NN2C1N=C(C=C2)N2[C@H](CC(C2)(F)F)C2=C(C=CC(=C2)F)F)F 1-(2,2-difluorocyclopropyl)-3-(5-((R)-2-(2,5-difluorophenyl)-4,4-difluoropyrrolidin-1-yl)pyrazolo[1,5-a]pyrimidin-3-yl)urea